FC(C1=NC=CC(=C1)C1=NC(=C(C=C1)OCC(CC1(CC1)C)(N)C)C(F)F)F 1-((2',6-bis(difluoromethyl)-[2,4'-bipyridin]-5-yl)oxy)-2-methyl-3-(1-methylcyclopropyl)propan-2-amine